4-(3-Chloroanilino)-2'-[(2R)-3-{[(5R)-5-methoxy-5,6,7,8-tetrahydroquinolin-4-yl]oxy}-2-methylpropyl]-2',3'-dihydrospiro[cyclohexane-1,1'-indene]-4-carboxylic acid ClC=1C=C(NC2(CCC3(C(CC4=CC=CC=C34)C[C@H](COC3=CC=NC=4CCC[C@H](C34)OC)C)CC2)C(=O)O)C=CC1